P(=O)(OC1=CC=C(C=C1)NC(CCCl)=O)(OC1=CC=C(C=C1)NC(CCCl)=O)OC1=CC=C(C=C1)NC(CCCl)=O tris(4-(3-chloropropionamido) phenyl) phosphate